6-[(2-{5-[(1R,4R,7R)-7-amino-2-azabicyclo[2.2.1]heptane-2-carbonyl]-7-methoxy-1-methyl-1H-1,3-benzodiazol-2-yl}-1-(cyclopropylmethyl)-1H-pyrrolo[2,3-b]pyridin-6-yl)amino]pyrimidin-4-ol N[C@H]1[C@@H]2N(C[C@H]1CC2)C(=O)C2=CC1=C(N(C(=N1)C1=CC=3C(=NC(=CC3)NC3=CC(=NC=N3)O)N1CC1CC1)C)C(=C2)OC